BrCC1=CC=C(C=C1)OC(F)F (bromomethyl)-4-(difluoromethoxy)benzene